FC(N1N=CC(=C1C1=CC=2N(C=C1)N=C(C2)NC2=NC=NC(=C2)C)OC[C@@H]2N(CC2)CC)F 5-[2-(difluoromethyl)-4-[[(2R)-1-ethylazetidin-2-yl]methoxy]pyrazol-3-yl]-N-(6-methylpyrimidin-4-yl)pyrazolo[1,5-a]pyridin-2-amine